5-[[(3R)-1-[7-(ethylamino)-5-fluoro-3-methyl-2-oxo-indolin-3-yl]-3-piperidyl]amino]pyridine-2-carboxamide C(C)NC=1C=C(C=C2C(C(NC12)=O)(C)N1C[C@@H](CCC1)NC=1C=CC(=NC1)C(=O)N)F